2-[2-[2-[2-[2-[2-[2-[2-[5-[(3aS,4S,6aR)-2-oxo-hexahydrothieno[3,4-d]imidazol-4-yl]pentanoylamino]ethoxy]ethoxy]ethoxy]ethoxy]ethoxy]ethoxy]ethoxy]ethyl methanesulfonate CS(=O)(=O)OCCOCCOCCOCCOCCOCCOCCOCCNC(CCCC[C@@H]1SC[C@@H]2NC(N[C@@H]21)=O)=O